5-chlorophenylfuran ClC=1C=CC=C(C1)C=1OC=CC1